C(=O)[NH-] N-formyl-amide